isopropyl (2,2,3,3,3-pentafluoropropyl) carbonate C(OC(C)C)(OCC(C(F)(F)F)(F)F)=O